N-(2-Chloropyrimidin-4-yl)-3-(4-ethoxyphenyl)isoxazol-5-amine ClC1=NC=CC(=N1)NC1=CC(=NO1)C1=CC=C(C=C1)OCC